5-amino-2,4-diketo-1H-pyrimidine-6-carboxylic acid methyl ester Sodium bicarbonate C([O-])(O)=O.[Na+].COC(=O)C1=C(C(NC(N1)=O)=O)N